[S-]C#N.CN(C)CC1=C(C(=CC(=C1)CN(C)C)CN(C)C)O 2,4,6-tris(dimethylaminomethyl)phenol thiocyanate